OC1(CC1)C(=O)N1CCC(CC1)CN1N=C2C3=C(C[C@@H](C2=C1)C)OC(=C3C(F)(F)F)C(=O)NC[C@H]3OCCC3 (4S)-2-{[1-(1-hydroxycyclopropane-1-carbonyl)piperidin-4-yl]methyl}-4-methyl-N-{[(2S)-oxolane-2-yl]methyl}-8-(trifluoromethyl)-4,5-dihydro-2H-furo[2,3-g]indazole-7-carboxamide